NC1=NC(=NC=2N1N=C(N2)C=2OC=CC2)NCCC2=CC=C(C=C2)O 4-[2-[[7-amino-2-(2-furanyl)[1,2,4]-triazolo[1,5-a][1,3,5]triazin-5-yl]amino]ethyl]phenol